N-cyclopentyl-2-(pyridin-4-yl)-1,7-naphthyridin-4-amine C1(CCCC1)NC1=CC(=NC2=CN=CC=C12)C1=CC=NC=C1